6-[3-[2-[1-(trifluoromethyl)cyclopropyl]ethoxy]pyrazol-1-yl]-2-[(4S)-2,2,4-trimethylpyrrolidin-1-yl]pyridin-3-carboxamid FC(C1(CC1)CCOC1=NN(C=C1)C1=CC=C(C(=N1)N1C(C[C@@H](C1)C)(C)C)C(=O)N)(F)F